C(C)(C)(C)OC(=O)N1S(OC[C@H]1CC1=CC=CC=C1)(=O)=O (R)-4-benzyl-1,2,3-oxathiazolidine-3-carboxylic acid tert-butyl ester 2,2-dioxide